C(C1=CC=CC=C1)C(C[C@H](N)C(=O)O)C(=O)O gamma-benzyl-glutamic acid